N-(3-(1H-Imidazol-1-yl)-5-Methoxyphenyl)-7-(trifluoromethyl)quinolin-4-amine N1(C=NC=C1)C=1C=C(C=C(C1)OC)NC1=CC=NC2=CC(=CC=C12)C(F)(F)F